(R)-6-(isopropylsulfonyl)-2-methyl-N-(1-(3-nitro-5-(trifluoromethyl)phenyl)ethyl)-7-(pyrrolidin-1-yl)pyrido[2,3-d]pyrimidin-4-amine C(C)(C)S(=O)(=O)C1=CC2=C(N=C(N=C2N[C@H](C)C2=CC(=CC(=C2)C(F)(F)F)[N+](=O)[O-])C)N=C1N1CCCC1